C(C)(=O)OCC=CCCCC=C 1-acetoxy-2,7-octadien